OC(C)(C)C1=CC(=NC(=C1)C(F)(F)F)O[C@H]1CC[C@H](CC1)N1CC(C1)(N1N=CC(=C1)C=1C2=C(N=CN1)NC=C2)CC#N [1-(cis-4-{[4-(1-hydroxy-1-methylethyl)-6-(trifluoromethyl)pyridin-2-yl]oxy}cyclohexyl)-3-[4-(7H-pyrrolo[2,3-d]pyrimidin-4-yl)-1H-pyrazol-1-yl]azetidin-3-yl]acetonitrile